3-[4-[1-(2-methylpropyl)pyrazol-4-yl]phenyl]-5-(trifluoromethyl)-4H-1,2-oxazol-5-ol CC(CN1N=CC(=C1)C1=CC=C(C=C1)C1=NOC(C1)(O)C(F)(F)F)C